tert.-butyl-amine C(C)(C)(C)N